N1=CC=C(C=C1)C(OC1=C(C(=NC=C1)N1C(C[C@@H](C1)C)(C)C)C(=O)N)C 1-(4-pyridyl)ethoxyl-2-[(4S)-2,2,4-trimethylpyrrolidin-1-yl]pyridine-3-carboxamide